O=C1NC(CCC1NC1=CC=C(C=C1)C1CCN(CC1)CC1CCN(CC1)C(=O)OC(C)(C)C)=O tert-butyl 4-((4-(4-((2,6-dioxopiperidin-3-yl)amino)phenyl)piperidin-1-yl)methyl)piperidine-1-carboxylate